ClC=1C(=C2C(=NC1Cl)NC=C2)F 5,6-dichloro-4-fluoro-1H-pyrrolo[2,3-b]pyridine